FC=1C(=C2C(=NC(=NN2C1)N[C@H]1[C@H](CN(CC1)C)F)OC)C=1C=CC2=C(N(N=N2)CCCF)C1 6-fluoro-N-((3S,4R)-3-fluoro-1-methylpiperidin-4-yl)-5-(1-(3-fluoropropyl)-1H-benzo[d][1,2,3]triazol-6-yl)-4-methoxypyrrolo[2,1-f][1,2,4]triazin-2-amine